4-(2,4-difluorobenzyl)-2-(1-hydroxy-2-methylpropan-2-yl)-8,8-dimethyl-2,6,7,8-tetrahydro-1H-pyrrolo[2,3-e][1,2,4]triazolo[4,3-a]pyridin-1-one FC1=C(CC=2C=3N(C4=C(C2)NCC4(C)C)C(N(N3)C(CO)(C)C)=O)C=CC(=C1)F